5-fluoro-3-(trifluoromethyl)pyridine-2-carbaldehyde FC=1C=C(C(=NC1)C=O)C(F)(F)F